ClC1=CC(=C(C=C1)C1(OC2=C(O1)C=CC=C2C2CCN(CC2)CC=2N(C(=CN2)C=O)CCOC)C)F 2-((4-(2-(4-chloro-2-fluorophenyl)-2-methylbenzo[d][1,3]dioxol-4-yl)piperidin-1-yl)methyl)-1-(2-methoxyethyl)-1H-imidazole-5-carbaldehyde